NC1=C2N(C(N(C2=NC=N1)[C@H]1C(CNCC1)(F)F)=O)C1=CC=C(C=C1)OC1=CC=CC=C1 6-amino-9-[(4R)-3,3-difluoropiperidin-4-yl]-7-(4-phenoxyphenyl)purin-8-one